1-(8-methyl-5-(4-(trifluoromethyl)phenyl)-1,3,4,5-tetrahydro-2H-pyrido[4,3-b]indol-2-yl)prop-2-en-1-one CC1=CC=2C3=C(N(C2C=C1)C1=CC=C(C=C1)C(F)(F)F)CCN(C3)C(C=C)=O